(3-(4-(hydroxymethyl)-6-((5-methyl-1H-pyrazol-3-yl)amino)pyrimidin-2-yl)-3,8-diazabicyclo[3.2.1]Octane-8-yl)methanone OCC1=NC(=NC(=C1)NC1=NNC(=C1)C)N1CC2CCC(C1)N2C=O